S(=O)(=O)(C1=CC=C(C)C=C1)N1C2=C(C(CCC1)=O)C=CC=C2 1-tosyl-1,2,3,4-tetrahydro-5H-benzo[b]azepin-5-one